sodium dodecyl fluorooctyl-sulfonate ethyl-3-bromo-1-methyl-1H-pyrazole-4-carboxylate C(C)OC(=O)C=1C(=NN(C1)C)Br.FCCCCCCCCS(=O)(=O)OCCCCCCCCCCCC.[Na]